4-(6-(4-acrylamidophenyl)-4-aminopyrazolo[5,1-f][1,2,4]triazin-5-yl)-2-methoxy-N-(2-methoxy-2-methylpropyl)benzamide C(C=C)(=O)NC1=CC=C(C=C1)C1=NN2N=CN=C(C2=C1C1=CC(=C(C(=O)NCC(C)(C)OC)C=C1)OC)N